(1S,3aR,4S,7R,7aS)-N-(cyano(imidazo[1,2-a]pyridin-3-yl)methyl)-2-((S)-3,3-dimethyl-2-(2,2,2-trifluoroacetamido)butanoyl)-2,3,3a,4,7,7a-hexahydro-1H-4,7-methanoisoindole-1-carboxamide C(#N)C(NC(=O)[C@H]1N(C[C@@H]2[C@@H]3C=C[C@H]([C@H]12)C3)C([C@H](C(C)(C)C)NC(C(F)(F)F)=O)=O)C3=CN=C1N3C=CC=C1